(R)-2-amino-3-[(7-cyclopropylthieno[3,2-b]pyridine-2-carbonyl)amino]propanoic acid N[C@@H](C(=O)O)CNC(=O)C1=CC2=NC=CC(=C2S1)C1CC1